Cl.FC(C=1C=C(C=CC1)NC(=O)N)(F)F 1-[3-(trifluoromethyl)phenyl]urea hydrochloride